C(C1=CC=CC=C1)C(C(=O)O)(C(=O)O)C(C)(C)C.C(CCCCCCCCCC)C(C(=O)OCC1=CC=CC=C1)C(=O)OC(C)(C)C 1-benzyl 3-(tert-butyl) 2-undecylmalonate Benzyl-tert-butyl-malonate